FC(CN1C(C2=CC=CC=C2C1=O)=O)(C1CC2(OCCO2)CCO1)F 2-(2,2-difluoro-2-(1,4,8-trioxaspiro[4.5]decane-7-yl)ethyl)isoindoline-1,3-dione